tert-butyl (Z)-(3-fluoro-2-(((2-(((2-methoxypyridin-4-yl)methyl)amino)benzo[d]oxazol-6-yl)oxy)methyl)allyl)carbamate F\C=C(\CNC(OC(C)(C)C)=O)/COC1=CC2=C(N=C(O2)NCC2=CC(=NC=C2)OC)C=C1